ClC1=CC(=C(C=C1)COC1=CC=CC(=N1)C1=CC(=C(C=C1)CC(=O)NC1=C(C=C(C(=O)OC)C=C1)NC[C@H]1OCC1)F)F methyl 4-[[2-[4-[6-[(4-chloro-2-fluoro-phenyl)methoxy]-2-pyridyl]-2-fluorophenyl]acetyl]amino]-3-[[(2S)-oxetan-2-yl]methylamino]benzoate